ClC1=C(C=CC(=C1)C(F)(F)F)C=1C=C2C=NNC2=CC1 5-(2-chloro-4-(trifluoromethyl)phenyl)-1H-indazole